C(C)(C)(C)OC(=O)N(C=1C2=CN(N=C2C(=C(C1)F)C(NC1=CC2=CN(N=C2C=C1OC)C)=O)C)CC1CCN(CC1)C(=O)OC(C)(C)C tert-butyl 4-[[tert-butoxycarbonyl-[6-fluoro-7-[(6-methoxy-2-methyl-indazol-5-yl)carbamoyl]-2-methyl-indazol-4-yl]amino]methyl]piperidine-1-carboxylate